1-(isocyanatomethyl)-3-(trifluoromethyl)benzene 4-bromobutyl-5,5-bis(((Z)-oct-5-en-1-yl)oxy)pentanoate BrCCCCOC(CCCC(OCCCC\C=C/CC)OCCCC\C=C/CC)=O.N(=C=O)CC1=CC(=CC=C1)C(F)(F)F